phenyl-2,6-bis[3-(3,4-dicarboxylcyclohexanecarbonyl)phenyl]Pyridine C1(=CC=CC=C1)C=1C(=NC(=CC1)C1=CC(=CC=C1)C(=O)C1CC(C(CC1)C(=O)O)C(=O)O)C1=CC(=CC=C1)C(=O)C1CC(C(CC1)C(=O)O)C(=O)O